ClC1=CC=CC(=N1)C1CCN(CC1)COC(=O)C=1C=CC2=C(N(C=N2)CC2OCC2)C1 ((4-(6-chloropyridin-2-yl) piperidin-1-yl) methyl)-1-(oxetan-2-ylmethyl)-1H-benzo[d]imidazole-6-carboxylate